BrC=1C=C2CCN(C(C2=CC1F)=O)C[C@H]1C[C@H](CCC1)NC=1C=NN(C(C1C(F)(F)F)=O)COCC[Si](C)(C)C 6-bromo-7-fluoro-2-[[(1R,3S)-3-[[6-oxo-5-(trifluoromethyl)-1-(2-trimethylsilylethoxymethyl)pyridazin-4-yl]amino]cyclohexyl]methyl]-3,4-dihydroisoquinolin-1-one